COC(=O)C1=C(C=NC=C1)NC[C@@H]1CCCC2=CC(=CC=C12)OC1=C(C=C(C=C1)F)F 3-({[(1R)-6-(2,4-difluorophenoxy)-1,2,3,4-tetrahydronaphthalen-1-yl]methyl}amino)pyridine-4-carboxylic acid methyl ester